(S)-N-(5-(2-(6-(hydroxymethyl)-2,2-dimethylmorpholino)acetamido)-2-methylpyridin-3-yl)-2-(2-methoxypyridin-3-yl)pyrazolo[5,1-b]thiazole-7-carboxamide OC[C@@H]1CN(CC(O1)(C)C)CC(=O)NC=1C=C(C(=NC1)C)NC(=O)C=1C=NN2C1SC(=C2)C=2C(=NC=CC2)OC